ClC=1C=NN(C(C1Cl)=O)C(C(=O)NC1=NC(=C(C=C1)C)S(NCCC1=NC=CC=C1)(=O)=O)CO 2-(4,5-dichloro-6-oxopyridazin-1(6H)-yl)-3-hydroxy-N-(5-methyl-6-(N-(2-(pyridin-2-yl)ethyl)sulfamoyl)pyridin-2-yl)propanamide